methyl-ethyl-methyl-propyl-acrylamide CNC(C(=C(C)CC)CCC)=O